6-(alpha-hydroxy-beta-(p-methoxyphenyl)ethyl)-9-benzylpurine OC(CC1=CC=C(C=C1)OC)C1=C2N=CN(C2=NC=N1)CC1=CC=CC=C1